C(C)(C)(C)N(C([O-])=O)[C@@H](COC(C)(C)C)C=1N=C2N(N=CC(=C2)C(C2CC2)N[S@@](=O)C(C)(C)C)C1.[C-]#N.C(CCCCCC)[N+]1=C(C=CC=C1)CC.C(CCCCCC)[N+]1=C(C=CC=C1)CC 1-Heptyl-2-ethylpyridinium cyanid tert-butyl-((1R)-2-(tert-butoxy)-1-(7-((((S)-tert-butylsulfinyl)amino)(cyclopropyl)methyl)imidazo[1,2-b]pyridazin-2-yl)ethyl)carbamate